FC=1C=2N(C=CC1)N=C(C2)[C@@H]2N(CCC1=C2N=CN1)C(=O)C=1OC(=NN1)C1=CC=NN1C (R)-(4-(4-fluoropyrazolo[1,5-a]pyridin-2-yl)-6,7-dihydro-1H-imidazo[4,5-c]pyridin-5(4H)-yl)(5-(1-methyl-1H-pyrazol-5-yl)-1,3,4-oxadiazol-2-yl)methanone